O=C1NC(CCC1N1CC2=CC=C(C=C2C1=O)C(C)N(C([O-])=O)C1=CC(=CC=C1)OC(F)(F)F)=O 1-(2-(2,6-dioxopiperidin-3-yl)-3-oxoisoindolin-5-yl)ethyl(3-(trifluoromethoxy)phenyl)carbamate